C1(=CC=CC=C1)C(C(C1=CC=C(C=C1)B1OC(C(O1)(C)C)(C)C)C1=CC=CC=C1)C1=CC=C(C=C1)B1OC(C(O1)(C)C)(C)C 1,2-diphenyl-1,2-bis(4-(4,4,5,5-tetramethyl-1,3,2-dioxaborolan-2-yl)phenyl)ethane